1-cyclobutyl-3-methylpyrrolo[2,3-b]pyridin-5-yl-2-(2,6-dioxopiperidin-3-yl)-1-oxo-3H-isoindole-5-carboxamide C1(CCC1)N1C=C(C=2C1=NC=C(C2)C2N(C(C1=CC=C(C=C21)C(=O)N)=O)C2C(NC(CC2)=O)=O)C